N-{[4-(furan-2-yl)phenyl]methyl}-6-methyl-1-(2-methylpropanoyl)-4-{[2-(1H-pyrazol-1-yl)phenyl]methyl}piperazine-2-carboxamide O1C(=CC=C1)C1=CC=C(C=C1)CNC(=O)C1N(C(CN(C1)CC1=C(C=CC=C1)N1N=CC=C1)C)C(C(C)C)=O